C(C)(C)C1=C(C(=CC=C1)C(C)C)N(C(C)(/C(/C)=N/CCCCCCCC)C)[Hf](C)(C)C (E)-((2,6-diisopropylphenyl)(2-methyl-3-(octylimino)-butan-2-yl)amino)trimethyl-hafnium